COC=1C=C2C(=NN(C2=C2C1C=CC=C2)CCC2=CC=C(C=C2)C)C 5-methoxy-3-methyl-1-(4-methylphenylethyl)-1H-benzo[g]indazole